[Cl-].C(C=C)(=O)C[N+](C)(C)CCN acryloyl-aminoethyltrimethylammonium chloride